CC1=C(CC2=C(C(C(=O)O)=CC(=C2)CC2=C(C=CC=C2)C)O)C=CC=C1 3,5-bis-(2-methylbenzyl)salicylic acid